5-(1-cyano-2'-oxo-1',4'-dihydro-2'H-spiro[pyrrolidine-3,3'-quinolin]-7'-yl)-N-methylpyridinecarboxamide C(#N)N1CC2(C(NC3=CC(=CC=C3C2)C=2C=CC(=NC2)C(=O)NC)=O)CC1